4-(6-(3,6-diazabicyclo[3.1.1]heptane-3-yl)pyridin-3-yl)-6-ethoxy-1H-pyrazolo[3',4':3,4]pyrazolo[1,5-a]pyridine C12CN(CC(N1)C2)C2=CC=C(C=N2)C=2C=1N(C=C(C2)OCC)N=C2C1C=NN2